FC(C(=O)NC(C(=O)O)CCN(CCCCC1=NC=2NCCCC2C=C1)CCOC1=CC=CC=C1)(C1=CC=CC=C1)F 2-[(2,2-difluoro-2-phenyl-acetyl)amino]-4-[2-phenoxyethyl-[4-(5,6,7,8-tetrahydro-1,8-naphthyridin-2-yl)butyl]amino]butanoic acid